hexane-1,2-diamine C(C(CCCC)N)N